(2R)-N-[(1R)-1-(2-acetyl-2,7-diazaspiro[3.5]nonane-7-carbonyl)-5-amino-pentyl]-2-[[(2R)-2-[[(2R)-2-amino-3-phenylpropionyl]amino]-3-phenylpropionyl]amino]-4-methyl-pentanamide C(C)(=O)N1CC2(C1)CCN(CC2)C(=O)[C@@H](CCCCN)NC([C@@H](CC(C)C)NC([C@@H](CC2=CC=CC=C2)NC([C@@H](CC2=CC=CC=C2)N)=O)=O)=O